methyl 2-((6-chloro-5-(4'-(((2-(2-hydroxyethoxy)ethyl)amino)methyl)-[1,1'-biphenyl]-4-yl)-1H-imidazo[4,5-b]pyridin-2-yl)thio)acetate ClC=1C=C2C(=NC1C1=CC=C(C=C1)C1=CC=C(C=C1)CNCCOCCO)N=C(N2)SCC(=O)OC